ClC=1C=CC(=C(C1)O)C1=C2C(=C(N=N1)N[C@H]1C[C@H](CCC1)O)C=NC=C2 5-chloro-2-[4-[[(1r,3s)-3-hydroxycyclohexyl]amino]pyrido[3,4-d]pyridazin-1-yl]phenol